1-(2-(dimethylphosphoryl)-3-(4-fluorophenyl)-7-methylquinolin-5-yl)ethan-1-one CP(=O)(C)C1=NC2=CC(=CC(=C2C=C1C1=CC=C(C=C1)F)C(C)=O)C